methyl 2-((4-(4-(hydroxymethyl)piperidin-1-yl)phenyl)amino)-2-methylpropanoate OCC1CCN(CC1)C1=CC=C(C=C1)NC(C(=O)OC)(C)C